ethoxymethyl-N-isopropylpyrrolidine C(C)OCC1N(CCC1)C(C)C